NC=1C(=CC(=C(C1)NC1=NC=C(C(=N1)N1CC(C2=NC(=CC=C21)C)(C)C)C(=O)OC(C)C)OC)N2CC(C2)N(C)C isopropyl 2-((5-amino-4-(3-(dimethylamino)azetidin-1-yl)-2-methoxyphenyl)amino)-4-(3,3,5-trimethyl-2,3-dihydro-1H-pyrrolo[3,2-b]pyridin-1-yl)pyrimidine-5-carboxylate